NCCNC1=CC=C(C2=C1C(C=1C=CN=CC1C2=O)=O)F 6-[(2-aminoethyl)amino]-9-fluoro-benzo[G]isoquinoline-5,10-dione